F[C@H]1CN(CC[C@H]1NC=1C=2C=C(N(C2C=CC1)CC(F)(F)F)C1=NOC(=N1)CNC1=CC=C(C=C1)OC)C N-[(3S,4R)-3-fluoro-1-methylpiperidin-4-yl]-2-(5-{[(4-methoxyphenyl)amino]methyl}-1,2,4-oxadiazol-3-yl)-1-(2,2,2-trifluoroethyl)-1H-indol-4-amine